CSC=1C=NN(C1)CC=O 2-(4-(methylsulfanyl)-1H-pyrazol-1-yl)ethan-1-one